C(C)(C)(C)C=1C=C(C=C(C1O)C)C(C(=O)OCCOCCOCCOC(C(C)C1=CC(=C(C(=C1)C)O)C(C)(C)C)=O)C triethylene glycol bis[(3-t-butyl-4-hydroxy-5-methylphenyl) propionate]